(2r,5s)-4-(7-(3-cyanocyclohexyl)-5-formyl-7H-pyrrolo[2,3-d]pyrimidin-4-yl)-2,5-dimethylpiperazine-1-carboxylic acid tert-butyl ester C(C)(C)(C)OC(=O)N1[C@@H](CN([C@H](C1)C)C=1C2=C(N=CN1)N(C=C2C=O)C2CC(CCC2)C#N)C